((2R,7aS)-2-fluorotetrahydro-1H-pyrrolizin-7a(5H)-yl-6,6-d2)methanol F[C@@H]1C[C@@]2(CC(CN2C1)([2H])[2H])CO